6-chloro-3-(2-(4-methylpiperazin-1-yl)ethoxy)pyridazin-4-amine ClC1=CC(=C(N=N1)OCCN1CCN(CC1)C)N